ClC=1C=2N(C=CN1)C(=NC2)[C@H]2CC[C@@H]1N(C(N(CC1)C)=O)C2 trans-7-(8-chloroimidazo[1,5-a]pyrazin-3-yl)-2-methyloctahydro-1H-pyrido[1,2-c]pyrimidin-1-one